C=1C=CN2C1C(NC1=C(C2=O)C=CC=C1)=O benzo[e]pyrrolo[1,2-a][1,4]diazepine-5,11(10H)-dione